1-((tert-butyldimethylsilyloxy)cyclopropyl)pyridin-4-amine [Si](C)(C)(C(C)(C)C)OC1(CC1)N1CC=C(C=C1)N